1-(8-hydroxy-1-oxo-1,2-dihydroisoquinolin-5-yl)-5-(trifluoromethyl)-N-(2-(trifluoromethyl)pyridin-4-yl)-1H-pyrazole-4-carboxamide OC=1C=CC(=C2C=CNC(C12)=O)N1N=CC(=C1C(F)(F)F)C(=O)NC1=CC(=NC=C1)C(F)(F)F